5-(4-chloro-2-fluoro-phenyl)-2,3-dimethyl-7-((2S,6R)-2-methyl-6-(1-methyl-1H-pyrazol-4-yl)-4-morpholinyl)-pyrido[4,3-d]pyrimidin-4(3H)-one ClC1=CC(=C(C=C1)C1=NC(=CC=2N=C(N(C(C21)=O)C)C)N2C[C@@H](O[C@@H](C2)C=2C=NN(C2)C)C)F